ClC1=NC(=NC=C1C(F)(F)F)NC1=C(C(=NN1C1CCC1)C)OC[C@@H]1CN(C[C@H]1C)C(=O)OC(C)(C)C |r| tert-Butyl (3S,4S)- and (3R,4R)-3-(((5-((4-chloro-5-(trifluoromethyl)pyrimidin-2-yl)amino)-1-cyclobutyl-3-methyl-1H-pyrazol-4-yl)oxy)methyl)-4-methylpyrrolidine-1-carboxylate